6-(4-(2-methyl-2H-indazol-6-yl)benzyl)-6,7-dihydro-5H-pyrrolo[3,4-b]pyridin-5-one-7,7-d2 CN1N=C2C=C(C=CC2=C1)C1=CC=C(CN2C(C3=NC=CC=C3C2=O)([2H])[2H])C=C1